4-(1H-imidazol-1-yl)butane-1-thiol N1(C=NC=C1)CCCCS